Benzilaldoxime C(C(O)(C1=CC=CC=C1)C1=CC=CC=C1)=NO